CC1(NC(=CC=C1)C)CC#N 2,6-dimethylpyridine-acetonitrile